SCCCCCS 1,5-dimercaptopentane